FC1(CCC(CC1)N1N=NN=C1CCCCOC=1C=C2CCC(NC2=CC1)=O)F 6-(4-(1-(4,4-difluorocyclohexyl)-1H-tetrazol-5-yl)butoxy)-3,4-dihydroquinolin-2(1H)-one